C(CCCCCCC)C(CC(=O)OCCCCCC(OC(NCCOCCN(C)C)=O)CCCCCOC(CC(CCCCCCCC)CCCCCCCC)=O)CCCCCCCC 2-methyl-11-{5-[(3-octyl-1-oxoundecyl) oxy] pentyl}-9-oxo-2,8-diaza-5,10-dioxahexadecan-16-yl 3-octylundecanoate